FC1=CC=C(C(=O)OC2CCCOC23CCCO3)C=C1 1,6-dioxaspiro[4.5]decan-10-yl 4-fluorobenzoate